ClC=1C(=NC(=NC1)NC1CCCC1)NC1=CC(=CC=C1)C(F)(F)F 5-Chloro-N2-cyclopentyl-N4-(3-(trifluoromethyl)phenyl)pyrimidine-2,4-diamine